FC1=C(C=C(C=C1F)F)B(C1=C(C(=CC(=C1)F)F)F)C1=C(C(=CC(=C1)F)F)F tris(2,3,5-trifluorophenyl)boron